(E)-2-(6,10-dimethylundec-1,5,9-trien-2-yl)oxirane C\C(=C/CCC(=C)C1OC1)\CCC=C(C)C